OC1=CC=C(C=C1)CC 1-(4-hydroxyphenyl)ethan